CC1=C(C=C(C=C1)NC(=O)N1CC(CC1)C(F)(F)F)C1=CC2=C(N=C(N=C2)NC)N=C1C N-(4-methyl-3-(7-methyl-2-(methylamino)pyrido[2,3-d]pyrimidin-6-yl)phenyl)-3-(trifluoromethyl)pyrrolidine-1-carboxamide